C(C)OC(CC=CCCCCC)=O ethyl-3-nonenoate